((7-(5-(chlorodifluoromethyl)-1,2,4-oxadiazol-3-yl)-2-methylimidazo[1,2-a]pyridin-3-yl)imino)(2-methoxyethyl)(methyl)-λ6-sulfanone ClC(C1=NC(=NO1)C1=CC=2N(C=C1)C(=C(N2)C)N=S(=O)(C)CCOC)(F)F